[Se](=O)(=O)([O-])[O-].[Co+2] cobalt(II) selenate